CON(C(=O)C12CCN(CC2C1)C(=O)OC(C)(C)C)C tert-butyl 6-[methoxy(methyl)carbamoyl]-3-azabicyclo[4.1.0]heptane-3-carboxylate